C(C1CO1)OC(C)(C)CC(C)(C)C tertiary octyl glycidyl ether